FC1=C(C(=NC=C1)N1C([C@@H]2C[C@@H]2C1)=O)C (1R,5S)-3-(4-fluoro-3-methylpyridin-2-yl)-3-azabicyclo[3.1.0]Hexane-2-one